C(C1=CC=CC=C1)SC1=CC(=C(CN2CCNC=3C=NC=4N=C(C=CC4C32)OC)C(=C1)F)F 1-(4-(benzylthio)-2,6-difluorobenzyl)-8-methoxy-1,2,3,4-tetrahydropyrazino[2,3-c][1,8]Naphthyridine